(R)-7-chloro-8-fluoro-4-(3-hydroxy-3-methylpiperidin-1-yl)pyrido[4,3-d]pyrimidine-2-carbonitrile ClC1=C(C=2N=C(N=C(C2C=N1)N1C[C@](CCC1)(C)O)C#N)F